(3S,4aS,8aS)-2-[(S)-3-(3-fluorobenzylamino)-2-hydroxypropyl]decahydroisoquinoline-3-carboxylic acid FC=1C=C(CNC[C@@H](CN2C[C@H]3CCCC[C@H]3C[C@H]2C(=O)O)O)C=CC1